FC=1C(NC(N([C@H]2C[C@H](O)[C@@H](CO)O2)C1)=O)=O 5-FLUORO-2'-DEOXYURIDINE